5-(3,3-Difluoropyrrolidin-1-yl)-N-[2-(2,6-dimethylphenyl)-[1,3]thiazolo[5,4-c]pyridin-6-yl]-6-[(pyrrolidin-1-yl)methyl]pyridin-2-amine FC1(CN(CC1)C=1C=CC(=NC1CN1CCCC1)NC1=CC2=C(C=N1)SC(=N2)C2=C(C=CC=C2C)C)F